FC1=CC(=C(C=C1F)CN)OC (4,5-difluoro-2-methoxy-phenyl)methanamine